CC1=CC=C(C=C1)C#CC1=C(C=O)C=CC=C1 2-[2-(4-methylphenyl)ethynyl]Benzaldehyde